cadmium zinc sulfide zinc [Zn+2].[S-2].[Zn+2].[Cd+2].[S-2].[S-2]